ClC1=CC=C(C=C1)C=1C(NC2=CC=C(C=C2C1)C1=CC=C(C=C1)N1CCN(CC1)C(C)C)=O 3-(4-chlorophenyl)-6-{4-[4-(propan-2-yl)piperazin-1-yl]phenyl}-1,2-dihydro-quinolin-2-one